((4-chlorophenyl)sulfonyl)-N-(2-(N,N-dimethylsulfamoyl)ethyl)-3-(4-fluorophenyl)-4-phenyl-4,5-dihydro-1H-pyrazole-1-carboxamide ClC1=CC=C(C=C1)S(=O)(=O)C1(C(=NN(C1)C(=O)NCCS(N(C)C)(=O)=O)C1=CC=C(C=C1)F)C1=CC=CC=C1